tert-butyl (3R,4R)-4-{[7-(1-ethylcyclobutyl)imidazo[4,3-f][1,2,4]triazin-2-yl]amino}-3-fluoropiperidine-1-carboxylate C(C)C1(CCC1)C1=NC=C2C=NC(=NN21)N[C@H]2[C@@H](CN(CC2)C(=O)OC(C)(C)C)F